BrC(CCCC)O bromo-1-pentanol